FC1=CC=C2C(=CC=NC2=C1)N1CCN(CC1)C(=O)C1CN(CC1)S(=O)(=O)C=1C=C(C=CC1)NC(C)=O N-(3-((3-(4-(7-fluoroquinolin-4-yl)piperazine-1-carbonyl)pyrrolidin-1-yl)sulfonyl)phenyl)acetamide